10-(1-((6-chloro-6'-methoxy-[2,3'-bipyridin]-3-yl)amino)ethyl)-8-methyl-4,5-dihydro-3H,6H-2,2a,5a-triazaaceanthrylen-6-one ClC1=CC=C(C(=N1)C=1C=NC(=CC1)OC)NC(C)C=1C=C(C=C2C(N3CCCN4N=CC(C12)=C43)=O)C